N-(4-((E)-2-(6-((E)-4-(diphenylamino)styryl)naphthalen-2-yl)vinyl)phenyl)-N-phenylbenzenamine C1(=CC=CC=C1)N(C1=CC=C(/C=C/C=2C=C3C=CC(=CC3=CC2)/C=C/C2=CC=C(C=C2)N(C2=CC=CC=C2)C2=CC=CC=C2)C=C1)C1=CC=CC=C1